CN(C(=O)C=1C=C(C=C(C1)C=1C=NN(C1)C)S(=O)(=O)C=1N=C(SC1)CNC(OC(C)(C)C)=O)C tert-butyl ((4-((3-(dimethylcarbamoyl)-5-(1-methyl-1H-pyrazol-4-yl)phenyl)sulfonyl)thiazol-2-yl)methyl)carbamate